C(CCCCCCCCCCCCCCC(CC)O)O octadecane-1,16-diol